3-(5-(difluoromethyl)-1,3,4-thiadiazol-2-yl)-N-(3-ethynyloxetan-3-yl)-8-(4-isobutyrylpiperazin-1-yl)-[1,2,4]triazolo[4,3-a]pyridine-6-sulphonamide FC(C1=NN=C(S1)C1=NN=C2N1C=C(C=C2N2CCN(CC2)C(C(C)C)=O)S(=O)(=O)NC2(COC2)C#C)F